(allyloxy)triethylsilane C(C=C)O[Si](CC)(CC)CC